4-(3-(5-(difluoromethyl)-1,3,4-thiadiazol-2-yl)-6-(N-(3-methyloxetan-3-yl)sulfamoyl)imidazo[1,5-a]pyridin-8-yl)-N-(2-(dimethylamino)ethyl)-N-methylpiperazine-1-carboxamide FC(C1=NN=C(S1)C1=NC=C2N1C=C(C=C2N2CCN(CC2)C(=O)N(C)CCN(C)C)S(NC2(COC2)C)(=O)=O)F